Cl.OCCCN(CCC1OC(OC1)CCC(=O)O)C 3-(4-(2-((3-hydroxypropyl)(methyl)amino)ethyl)-1,3-dioxolan-2-yl)propanoic acid hydrochloride